tert-butyl (R)-4-(difluoro(3-(1-((6-((7-hydroxyheptyl)oxy)-4-methyl-7-morpholinophthalazin-1-yl)amino)ethyl)phenyl)methyl)piperidine-1-carboxylate FC(C1CCN(CC1)C(=O)OC(C)(C)C)(C1=CC(=CC=C1)[C@@H](C)NC1=NN=C(C2=CC(=C(C=C12)N1CCOCC1)OCCCCCCCO)C)F